2-(1,2-Diazidoethyl)pyridine N(=[N+]=[N-])C(CN=[N+]=[N-])C1=NC=CC=C1